C(C(C)C)(=O)NC=1N=C(C=2N=CN([C@H]3C[C@H](OCSC)[C@@H](CO[Si](C)(C)C(C)(C)C)O3)C2N1)OC(N(C1=CC=CC=C1)C1=CC=CC=C1)=O N2-isobutyryl-O6-diphenylcarbamoyl-3'-O-(methylthiomethyl)-5'-O-(tert-butyldimethylsilyl)-2'-deoxyguanosine